OC(COC1=CC=C(C=C1)C=CC(=O)C1=CC=CC=C1)C 3-[4-(2-Hydroxypropoxy)phenyl]-1-phenylprop-2-en-1-one